2-methyloctadecane-1-ol CC(CO)CCCCCCCCCCCCCCCC